({4-[4-(3-{4-chloro-3-ethyl-1H-pyrrolo[2,3-b]pyridin-3-yl}phenyl)-3-oxopiperazin-1-yl]butyl}amino)-2-(2,6-dioxopiperidin-3-yl)isoindole-1,3-dione ClC1=C2C(=NC=C1)NCC2(CC)C=2C=C(C=CC2)N2C(CN(CC2)CCCCNC2=C1C(N(C(C1=CC=C2)=O)C2C(NC(CC2)=O)=O)=O)=O